((3-fluoro-5-(trifluoromethyl)pyridin-2-yl)methyl)-3-propylnaphthalene-1,4-dione FC=1C(=NC=C(C1)C(F)(F)F)CC=1C(C2=CC=CC=C2C(C1CCC)=O)=O